COC1=C(C(=CC(=C1)C1=CN(C(C2=CN=CC=C12)=O)C)OC)CN1CCN(CC1)C1CCN(CC1)C1CN(C1)C=1C=CC(=NC1)C(=O)NC1C(NC(CC1)=O)=O 5-[3-[4-[4-[[2,6-dimethoxy-4-(2-methyl-1-oxo-2,7-naphthyridin-4-yl)phenyl]methyl]piperazin-1-yl]-1-piperidyl]azetidin-1-yl]-N-(2,6-dioxo-3-piperidyl)pyridine-2-carboxamide